C(C1=CC=CC=C1)(C1=CC=CC=C1)(C1=CC=CC=C1)NC(C1=CC=CC=C1)(C1=CC=CC=C1)C1=CC=CC=C1 trityl-(trityl-amine)